C(C1CO1)OCC[Si](OCC)(OCC)OCC 2-glycidoxyethyl-triethoxysilane